C(=O)(OC(C)(C)C)N1[C@@H](C[C@@H](C1)OS(=O)(=O)C)CO[Si](C1=CC=CC=C1)(C1=CC=CC=C1)C(C)(C)C (2S,4S)-N-Boc-2-((tert-butyldiphenylsilyl)oxymethyl)-4-((methylsulfonyl)oxy)-pyrrolidine